tert-butyl (3S)-3-[4-[3-cyano-4-[(6-fluoro-2-pyridyl)sulfanyl] pyrazolo[1,5-a]pyridin-6-yl]pyrazol-1-yl]piperidine-1-carboxylate C(#N)C=1C=NN2C1C(=CC(=C2)C=2C=NN(C2)[C@@H]2CN(CCC2)C(=O)OC(C)(C)C)SC2=NC(=CC=C2)F